tert-butyl (4-(3-((11R,Z)-6-amino-11-((4-hydroxybenzyl)carbamoyl)-4,13-dioxo-14-phenyl-3,5,7,12-tetraazatetradec-5-en-14-yl)phenoxy)butyl)carbamate N/C(=N/C(NCC)=O)/NCCC[C@@H](NC(C(C1=CC=CC=C1)C=1C=C(OCCCCNC(OC(C)(C)C)=O)C=CC1)=O)C(NCC1=CC=C(C=C1)O)=O